2-(2-(4,4-Dimethylcyclohex-1-en-1-yl)ethyl)-1,3-dioxan CC1(CC=C(CC1)CCC1OCCCO1)C